BrC1=CC=CC=2OC3=C(C21)C=C(C=C3)C3=CC=CC=C3 1-bromo-8-phenyldibenzo[b,d]furan